(2S,4R)-N-[(2-bromo-4-chlorophenyl)methyl]-4-hydroxypyrrolidine-2-carboxamide hydrochloride Cl.BrC1=C(C=CC(=C1)Cl)CNC(=O)[C@H]1NC[C@@H](C1)O